ClC1(OC(=O)C2=CC=CC=C12)Cl dichloro-phthalide